1-[(6-{3-azabicyclo[3.1.0]hex-3-yl}-2-methylpyridin-3-yl)methyl]-1H-pyrazole-4-carboxylic acid ethyl ester C(C)OC(=O)C=1C=NN(C1)CC=1C(=NC(=CC1)N1CC2CC2C1)C